3-chloro-1-(2-fluoroethyl)-N-[4-[[2-(trifluoromethyl)imidazo[1,2-a]pyridin-5-yl]amino]cyclohexyl]pyrazole-4-carboxamide ClC1=NN(C=C1C(=O)NC1CCC(CC1)NC1=CC=CC=2N1C=C(N2)C(F)(F)F)CCF